C(=O)(OC(C)(C)C)N[C@@H](CCCCN=[N+]=[N-])C(=O)O Boc-L-azidolysine